S-(1-Phenyl-1H-tetrazol-5-yl)dibutylcarbamothioate C1(=CC=CC=C1)N1N=NN=C1S=C(N(CCCC)CCCC)[O-]